C(C)(C)(C)C1=CC=C(N(C(=O)N2C(CC2)C(=O)OC)C(C(=O)O)C=2C=NC=C(C2)F)C=C1 2-(4-tert-butyl-N-(2-methoxycarbonylazetidine-1-carbonyl)anilino)-2-(5-fluoro-3-pyridyl)acetic acid